(2S,3S,4R,5R)-5-(2-(5-chloropyridin-3-yl)-6-(isopropylamino)-9H-purin-9-yl)-3,4-dihydroxyl-N-(methyl-d3)tetrahydrofuran-2-carboxamide ClC=1C=C(C=NC1)C1=NC(=C2N=CN(C2=N1)[C@H]1[C@@H]([C@@H]([C@H](O1)C(=O)NC([2H])([2H])[2H])O)O)NC(C)C